ClC1=CC=C(C=C1)[C@@H](CC=O)C[N+](=O)[O-] (R)-3-(4-chlorophenyl)-4-nitrobutanal